FC(C1=C(C=C(C=C1F)C1=CC=C(C=C1)CC)F)(OC1=CC(=C(C(=C1)F)F)F)F 4-[difluoro(3,4,5-trifluorophenoxy)methyl]-4'-ethyl-3,5-difluorobiphenyl